C1(CC1)CN1C(=CC2=CC=CC(=C12)C1CCN(CC1)C(=O)OC(C)(C)C)CO tert-Butyl 4-(1-(cyclopropylmethyl)-2-(hydroxymethyl)-1H-indol-7-yl)piperidine-1-carboxylate